2-(2-{5-[(3R,5R)-3-amino-5-fluoropiperidine-1-carbonyl]-7-methoxy-1-methyl-1H-1,3-benzodiazol-2-yl}-1-(cyclopropylmethyl)-1H-pyrrolo[2,3-b]pyridin-6-yl)butan-2-ol N[C@H]1CN(C[C@@H](C1)F)C(=O)C1=CC2=C(N(C(=N2)C2=CC=3C(=NC(=CC3)C(C)(CC)O)N2CC2CC2)C)C(=C1)OC